ClC1=C(C=CC(=C1)Cl)S(=O)(=O)NC=1C=CC=C2C=CC=NC12 2,4-dichloro-N-(quinolin-8-yl)benzene-sulfonamide